5-acryloylamino-N-(2,3-dihydroxypropyl)-N'-(2-hydroxy-1,1-bis-hydroxymethylethyl)-2,4,6-triiodoisophthalamide C(C=C)(=O)NC=1C(=C(C(=C(C(=O)NCC(CO)O)C1I)I)C(=O)NC(CO)(CO)CO)I